ClC=1C=C2C(=CC1Cl)NC(C21C(N(CC1)C(CO)=O)C)=O 5,6-dichloro-1'-(2-hydroxyacetyl)-2'-methyl-1H-spiro[indole-3,3'-pyrrolidin]-2-one